Trans-4-(piperidin-1-ylcarbonyl)cyclohexanecarboxylic acid methyl ester COC(=O)[C@@H]1CC[C@H](CC1)C(=O)N1CCCCC1